3-[(5-methylpiperidin-3-yl)methoxy]-2-(trifluoromethyl)pyridine hydrochloride Cl.CC1CC(CNC1)COC=1C(=NC=CC1)C(F)(F)F